benzoylphosphine C(C1=CC=CC=C1)(=O)P